4-{6-[2-(2,6-dioxopiperidin-3-yl)-1,3-dioxo-2,3-dihydro-1H-isoindol-5-yl]hexyl-piperazin-1-yl}-N-[(1r,3r)-3-(3-chloro-4-cyanophenoxy)-2,2,4,4-tetramethylcyclobutyl]benzamide O=C1NC(CCC1N1C(C2=CC=C(C=C2C1=O)CCCCCCC1N(CCNC1)C1=CC=C(C(=O)NC2C(C(C2(C)C)OC2=CC(=C(C=C2)C#N)Cl)(C)C)C=C1)=O)=O